3-methoxybenzoylaminopiperidine-1-carboxylate COC=1C=C(C(=O)NC2N(CCCC2)C(=O)[O-])C=CC1